C(C)(C)(C)OC(=O)NC1=NN2C(C=C(C=C2)C=2C=NC=C(C(=O)O)C2)=N1 5-(2-((tert-butoxycarbonyl)amino)-[1,2,4]triazolo[1,5-a]pyridin-7-yl)nicotinic acid